N-[2-(4-fluorophenyl)-3-(pyridin-4-yl)-3H-imidazo[4,5-b]pyridin-5-yl]pyrrolidin-3-amine FC1=CC=C(C=C1)C1=NC=2C(=NC(=CC2)NC2CNCC2)N1C1=CC=NC=C1